COC1=CC=C(C=C1)C1=CC=C2N(CC(NC2=C1)=O)C(C1=CC(=C(C(=C1)OC)OC)OC)=O 7-(4-methoxyphenyl)-4-(3,4,5-trimethoxybenzoyl)-3,4-dihydroquinoxalin-2(1H)-one